CC=1C=C(NC2=C(C=NC=C2)S(=O)(=O)NC(=O)NC(C)C)C=CC1 1-[4-(3-methylanilino)pyridin-3-yl]Sulfonyl-3-isopropyl-urea